Bis(2-ethylbutyl) 9,9'-((5-(2-(4-(2-((3-(bis(2-hydroxy-7-(isopentyloxy)-7-oxoheptyl)amino)-propyl)disulfaneyl)ethyl)piperazin-1-yl)ethoxy)-5-oxopentyl)azanediyl)bis(8-hydroxynonanoate) OC(CN(CCCSSCCN1CCN(CC1)CCOC(CCCCN(CC(CCCCCCC(=O)OCC(CC)CC)O)CC(CCCCCCC(=O)OCC(CC)CC)O)=O)CC(CCCCC(OCCC(C)C)=O)O)CCCCC(=O)OCCC(C)C